FC=1C=CC=C2C(=C(NC12)C)CCNC1=NC(=NC=2N1N=CC2)C=2C=NC=C(C2)F N-[2-(7-Fluoro-2-methyl-1H-indol-3-yl)ethyl]-2-(5-fluoro-3-pyridyl)pyrazolo[1,5-a][1,3,5]triazin-4-amine